C(C)(C)(C)OC(=O)N1[C@@H](CC2=CC=CC=C12)C=O (2S)-2-formylindoline-1-carboxylic acid tert-butyl ester